C1(CC1)NS(=O)(=O)C1=CC(=C(C=C1)OC1=CC=C(C=C1)C(F)(F)F)C=1N=C2N(C1)CCC2 N-cyclopropyl-3-(6,7-dihydro-5H-pyrrolo[1,2-a]imidazol-2-yl)-4-(4-(trifluoromethyl)phenoxy)benzenesulfonamide